NC1=C(SC2=NC(=CC(=C21)C(F)(F)F)C)C(=O)N[C@H]2COC1=CC(=CC=C1C2)N2CC1CNCC(C2)C1(F)F 3-amino-N-((3R)-7-(9,9-difluoro-3,7-diazabicyclo[3.3.1]nonan-3-yl)chroman-3-yl)-6-methyl-4-(trifluoromethyl)thieno[2,3-b]pyridine-2-carboxamide